3-[4-(2-hydroxy-2-methylpropionyl)phenyl]-1,1,3-trimethylindan OC(C(=O)C1=CC=C(C=C1)C1(CC(C2=CC=CC=C12)(C)C)C)(C)C